N''-(benzene-1,3,5-triyltri(methylene))tris(2-chloroacetamide) C1(=CC(=CC(=C1)CC(C(=O)N)Cl)CC(C(=O)N)Cl)CC(C(=O)N)Cl